N-((S)-1-(4-chloro-7-(1,1-dioxidothiomorpholino)-3-fluoropyrazolo[1,5-a]pyridin-6-yl)ethyl)-2-methylpropane-2-sulfinamide ClC=1C=2N(C(=C(C1)[C@H](C)NS(=O)C(C)(C)C)N1CCS(CC1)(=O)=O)N=CC2F